CC=1C=C(C=CC1C)C1=CC=2C(C(=N1)OC)=CN(N2)C2OCCCC2 6-(3,4-dimethylphenyl)-4-methoxy-2-(tetrahydro-2H-pyran-2-yl)-2H-pyrazolo[4,3-c]pyridine